ClC=1C(=NC=C(C(=O)O)C1)N1CCN(CC1)C(=NO)C1=C(C=CC(=C1)C(F)(F)F)Cl 5-chloro-6-(4-((2-chloro-5-(trifluoromethyl)phenyl)(hydroxyimino)methyl)piperazin-1-yl)nicotinic acid